FC1=CC2=C(N(C=N2)C(=O)[O-])C=C1 5-fluoro-1H-benzo[d]imidazol-1-carboxylat